5-bromo-2-chloro-N-[2-(2,4-dimethylphenyl)ethyl]pyridine-4-carboxamide BrC=1C(=CC(=NC1)Cl)C(=O)NCCC1=C(C=C(C=C1)C)C